ClC=1C(=CN(C1)C1=CC=CC=C1)B(O)O 4-CHLORO-1-PHENYL-PYRROL-3-YLBORONIC ACID